(±)-trans-N-(8-amino-6-(4-(1,1-difluoroethyl)pyridin-3-yl)isoquinolin-3-yl)-2-cyanocyclopropanecarboxamide NC=1C=C(C=C2C=C(N=CC12)NC(=O)[C@H]1[C@@H](C1)C#N)C=1C=NC=CC1C(C)(F)F |r|